FC(C(=O)O)(CC=1C(=NC=CC1)C(F)(F)F)F α,α-difluoro-2-(trifluoromethyl)-3-pyridinepropanoic acid